COC(=O)C12CC(C1)(C2)NC(=O)[C@@H]2OC1=CC=C(C=C1C(C2)=O)Cl (R)-3-(6-chloro-4-oxochromane-2-carboxamido)bicyclo[1.1.1]pentane-1-carboxylic acid methyl ester